[2H]C1(OC2=C(O1)C=CC(=C2)CCC(=O)O)[2H] 3-(2,2-dideuterio-1,3-benzodioxol-5-yl)propanoic acid